(7-((1-methyl-1H-indazol-6-yl)methyl)-2-azaspiro[3.5]nonan-2-yl)methanone CN1N=CC2=CC=C(C=C12)CC1CCC2(CN(C2)C=O)CC1